C(C(C)C)[Si](OC(C)=O)(OC(C)=O)CC(C)C di-isobutyl-diacetoxysilane